N1=C(CCC1)C1=CC=NC=C1 4-(1-pyrrolinyl)pyridine